C(C)OC(=O)C=1N(C=C(C1N(C(=O)OC(C)(C)C)C(=O)OC(C)(C)C)Br)C(=O)OC(C)(C)C 1-Boc-3-bis(t-Butoxycarbonyl)amino-4-bromo-1H-pyrrole-2-carboxylic acid ethyl ester